N3,N3'-(5-Amino-3-iminopyridin-2,6(1H,3H)diyliden)bis{6,7-dimethyl-N2-[2-(piperidin-1-yl)ethyl]pyrazolo-[1,5-a]pyridin-2,3-diamin} NC1=CC(C(NC1=NC=1C(=NN2C1C=CC(=C2C)C)NCCN2CCCCC2)=NC=2C(=NN1C2C=CC(=C1C)C)NCCN1CCCCC1)=N